FC1=CC=C(C=C1)C1(CCN(CC1)C)C(=O)OC methyl 4-(4-fluorophenyl)-1-methyl-piperidine-4-carboxylate